OC(C(=O)O[C@H](COC1=CC(=CC=C1)S(=O)(=O)CC)CN[C@H]1COC2(C1)CCN(CC2)S(=O)(=O)C=2C=NC1=CC=CC=C1C2)S(=O)(=O)[O-] (S)-1-(3-(ethylsulfonyl)phenoxy)-3-((R)-8-(quinolin-3-ylsulfonyl)-1-oxa-8-azaspiro[4.5]decan-3-ylamino)propan-2-ol 2-hydroxysulfonatoacetate